4-hydroxymethyl-2,6-xylenol OCC=1C=C(C(=C(C1)C)O)C